CCCCC[C@@H](CC[C@H]1[C@@H](C[C@@H]([C@@H]1C/C=C\\CCCC(=O)[O-])O)O)O The molecule is a prostaglandin carboxylic acid anion that is the conjugate base of 13,14-dihydroprostaglandin F2alpha, obtained by deprotonation of the carboxy group; major species at pH 7.3. It is a conjugate base of a 13,14-dihydroprostaglandin F2alpha.